C=CC=CCCCCCCCCCC Tetradecadien